Methyl (R)-2-((tert-butoxycarbonyl)amino)-5-oxooctanoate C(C)(C)(C)OC(=O)N[C@@H](C(=O)OC)CCC(CCC)=O